N-(4-(8-azabicyclo[3.2.1]octan-8-yl)-3-fluoro-5-hydroxyphenyl)-2-(3-methoxy-3-methylazetidin-1-yl)-5-(2,2,2-trifluoroethyl)oxazole-4-carboxamide C12CCCC(CC1)N2C2=C(C=C(C=C2O)NC(=O)C=2N=C(OC2CC(F)(F)F)N2CC(C2)(C)OC)F